5-[6-(2-Cyclopropylethynyl)-5-[(1S,2S)-2-(trifluoromethyl)cyclopropyl]pyridazin-3-yl]-1H-pyrimidine C1(CC1)C#CC1=C(C=C(N=N1)C=1C=NCNC1)[C@@H]1[C@H](C1)C(F)(F)F